ClC1=C(C=C(C=C1)C1=CC=2C3=C(C=NC2C=C1)N(C(N3C=3C(=NC=NC3)C)=N)C)OC 8-(4-Chloro-3-methoxyphenyl)-3-methyl-1-(4-methylpyrimidin-5-yl)-1,3-dihydro-2H-imidazo[4,5-c]quinolin-2-imine